Methyl (1S,4R)-4-[[[3-(3,5-difluorophenyl)-5-methyl-2-oxo-5-oxazolidinyl]carbonyl]amino]-2-cyclopentene-1-carboxylate FC=1C=C(C=C(C1)F)N1C(OC(C1)(C)C(=O)N[C@H]1C=C[C@H](C1)C(=O)OC)=O